FC=1C=C(C=C(C1)C=1C=NN(C1)C1=CC=C(C=C1)OC)CN (3-fluoro-5-(1-(4-methoxyphenyl)-1H-pyrazol-4-yl)phenyl)methylamine